3-fluoro-N-((2-(4-fluoro-6-(4,7-diazaspiro[2.5]octan-7-yl)pyridin-2-yl)-1,6-naphthyridin-7-yl)methyl)-5-(methylsulfonyl)benzamide FC=1C=C(C(=O)NCC2=NC=C3C=CC(=NC3=C2)C2=NC(=CC(=C2)F)N2CCNC3(CC3)C2)C=C(C1)S(=O)(=O)C